(S)-1-([1,1'-biphenyl]-4-yl)-3-(1-(pyridin-2-ylmethyl)pyrrolidin-3-yl)-1,3-dihydro-2H-imidazo[4,5-b]pyridin-2-one C1(=CC=C(C=C1)N1C(N(C2=NC=CC=C21)[C@@H]2CN(CC2)CC2=NC=CC=C2)=O)C2=CC=CC=C2